FC=1C=C(C=CC1)N(S(=O)(=O)CC)CC=1SC(=CN1)C=1OC(=NN1)C(F)(F)F N-(3-fluorophenyl)-N-({5-[5-(trifluoromethyl)-1,3,4-oxadiazol-2-yl]-1,3-thiazol-2-yl}methyl)ethane-1-sulfonamide